BrCCCCCCC=1NC2=CC=CC=C2C1 bromohexyl-indole